butyl (R)-2-(5-((1-(dibenzo[b,d]furan-2-yl)ethyl)amino)-2-(methylsulfonyl)-6-oxopyrimidin-1(6H)-yl)acetate C1=C(C=CC=2OC3=C(C21)C=CC=C3)[C@@H](C)NC3=CN=C(N(C3=O)CC(=O)OCCCC)S(=O)(=O)C